C1(CCCC1)C1C[C@H](N(CC1)CC1=C2C=CN(C2=C(C=C1OC)C)C(=O)OC(C)(C)C)C1=CC=C(C=C1)C(=O)OC Tert-butyl 4-(((2S)-4-cyclopentyl-2-(4-(methoxycarbonyl)phenyl) piperidin-1-yl)methyl)-5-methoxy-7-methyl-1H-indole-1-carboxylate